C(C)(C)(C)OC(=O)N1CCN(CC1)C1=NC=NC(=C1[C@@H](CC(=O)O)C)I (R)-3-(4-(4-(tert-butoxycarbonyl)piperazin-1-yl)-6-iodo-pyrimidin-5-yl)butanoic acid